benzyl (S)-2-(((S)-1-(4-methoxyphenyl)-2-oxo-2-((4,5,6,7-tetrahydropyrazolo[1,5-a]pyridin-2-yl)amino)ethyl)carbamoyl)pyrrolidine-1-carboxylate COC1=CC=C(C=C1)[C@@H](C(NC1=NN2C(CCCC2)=C1)=O)NC(=O)[C@H]1N(CCC1)C(=O)OCC1=CC=CC=C1